1H-pyrazol-3-yl-methanol N1N=C(C=C1)CO